OC1=C(C=C(C=C1)C=CC(=O)C1=C(C=C(C=C1OCC=C)OCC=C)OC)OC 3-(4-Hydroxy-3-methoxyphenyl)-1-[2-methoxy-4,6-bis(prop-2-enoxy)phenyl]prop-2-en-1-one